C(=O)OC1=CC=CC(=C1)C(F)(F)F 5-(trifluoromethyl)phenol formate